3-({[(4R)-7-[(1-benzofuran-5-yl)(methyl)amino]-3,4-dihydro-2H-1-benzopyran-4-yl]methyl}amino)pyridine-4-carboxylic acid methyl ester COC(=O)C1=C(C=NC=C1)NC[C@@H]1CCOC2=C1C=CC(=C2)N(C)C=2C=CC1=C(C=CO1)C2